2-(2,6-Dioxopiperidin-3-yl)-4-((4-(4-(4-(5-(2-Fluoro-6-methoxyphenyl)-1H-pyrazolo[4,3-d]pyrimidin-3-yl)phenyl)piperazin-1-yl)-4-oxobutyl)amino)isoindolin-1,3-dion O=C1NC(CCC1N1C(C2=CC=CC(=C2C1=O)NCCCC(=O)N1CCN(CC1)C1=CC=C(C=C1)C1=NNC2=C1N=C(N=C2)C2=C(C=CC=C2OC)F)=O)=O